3-methylene-6-methyl-1,4-dioxane C=C1COC(CO1)C